NC1=NC=CC=C1C1=NC=2C(=NC(=CC2)C2=CC=CC=C2)N1C1=CC=C(C=C1)C(C)(C)NC1CC(CC1)C(=O)OC methyl 3-((2-(4-(2-(2-aminopyridin-3-yl)-5-phenyl-3H-imidazo[4,5-b]pyridin-3-yl)phenyl)propan-2-yl)amino)cyclopentane-1-carboxylate